C(CCCCCCCCCCCCCCC)(=O)C(C(O)(C(CCCCCCCCCCCCCCC)=O)C(CCCCCCCCCCCCCCC)=O)(O)CO tripalmitoyl-glycerol